N-(1-(cyclopropylmethyl)-6-(N-(1-(fluoromethyl)cyclopropyl)sulfamoyl)-2,4-dioxo-1,4-dihydroquinazolin-3(2H)-yl)acrylamide C1(CC1)CN1C(N(C(C2=CC(=CC=C12)S(NC1(CC1)CF)(=O)=O)=O)NC(C=C)=O)=O